Cl.Cl.ClC1=CC=CC=2N1N=C(C2CC(F)(F)F)C#CCN 3-[7-chloro-3-(2,2,2-trifluoroethyl)pyrazolo[1,5-a]pyridin-2-yl]prop-2-yn-1-amine dihydrochloride